N(=[N+]=[N-])[C@H]1C[C@H](CC1)O (1S,3R)-3-azidocyclopentan-1-ol